C(C)OC(=O)C=1C(=NN2C1N=CC=C2)C=2C=NC(=CC2)CC 2-(6-ethylpyridin-3-yl)pyrazolo[1,5-a]pyrimidine-3-carboxylic acid ethyl ester